2-[rel-(2S,5R)-5-methyl-2-(2-methylindazol-6-yl)-1-piperidyl]-2-oxo-N-(1H-pyrazolo[4,3-c]pyridin-7-yl)acetamide C[C@@H]1CC[C@H](N(C1)C(C(=O)NC=1C2=C(C=NC1)C=NN2)=O)C=2C=CC1=CN(N=C1C2)C |o1:1,4|